1-((1R,2S,3R,3aS,5S)-2,3,5-trihydroxy-2,3,3a,4,5,6-hexahydro-1H-inden-1-yl)-1H-1,2,4-triazole-3-carboxamide O[C@H]1[C@@H](C2=CC[C@@H](C[C@@H]2[C@H]1O)O)N1N=C(N=C1)C(=O)N